3-(1-Oxo-5-(1-((2-oxo-1,2-dihydropyridin-3-yl)methyl)piperidin-4-yl)isoindolin-2-yl)piperidine-2,6-dione O=C1N(CC2=CC(=CC=C12)C1CCN(CC1)CC=1C(NC=CC1)=O)C1C(NC(CC1)=O)=O